C(#N)C=1C=C(SC1)[C@@H](CC(C)C)N[S@@](=O)C(C)(C)C (S)-N-((R)-1-(4-cyanothiophen-2-yl)-3-methylbutyl)-2-methylpropan-2-sulfinamide